C(C)OC(=C)C1=NC=C(C=C1)C(C(C(C(F)(F)F)(F)F)(F)F)(F)F 2-(1-ethoxyvinyl)-5-(nonafluorobutyl)pyridine